C1(CCC1)OC(=O)C=1N=C(SC1)N1N=C(C=C1N)C1=CC=C(C=C1)OC 2-[5-amino-3-(4-methoxyphenyl)-1H-pyrazol-1-yl]thiazole-4-carboxylic acid cyclobutyl ester